3-(N-tert-butoxycarbonylamino)phenylboronic acid C(C)(C)(C)OC(=O)NC=1C=C(C=CC1)B(O)O